[O-2].[Li+].[Li+] lithium-oxide